cis-3-(benzyloxy)cyclobutane-1-ol C(C1=CC=CC=C1)O[C@H]1C[C@H](C1)O